C(C)(C)(C)OC(N(C)CC1=CC2=C(N=C(S2)C)C=C1OCC)=O ((5-Ethoxy-2-methylbenzo[d]thiazol-6-yl)methyl)(methyl)carbamic acid tert-butyl ester